7-(4-(isopropylamino)-5-(5-(tetrahydrofuran-3-yl)-1,3,4-thiadiazol-2-yl)pyridin-2-yl)pyrrolo[1,2-b]pyridazine-3-carbonitrile C(C)(C)NC1=CC(=NC=C1C=1SC(=NN1)C1COCC1)C1=CC=C2N1N=CC(=C2)C#N